FC1=C(C=CC=C1)C=1C2=C(N=C(N1)SC)N(CCC2)C(CC(=O)NC)CC(C)C 3-(4-(2-fluorophenyl)-2-(methylthio)-6,7-dihydropyrido[2,3-d]pyrimidin-8(5H)-yl)-N,5-dimethylhexanamide